Benzyl-4-(2-hydroxy-4-(methoxycarbonyl)phenyl)-3,6-dihydropyridine-1(2H)-carboxylate C(C1=CC=CC=C1)OC(=O)N1CCC(=CC1)C1=C(C=C(C=C1)C(=O)OC)O